FC(C=1N=C2N(N=C(C(=C2C)C)N2CCC(CC2)OC2=CC=C(C=C2)C)C(C1)=O)F 2-(difluoromethyl)-8,9-dimethyl-7-(4-(p-tolyloxy)piperidin-1-yl)-4H-pyrimido[1,2-b]pyridazin-4-one